7-Isobutyryl-7-azaspiro[3.5]nonan-2-yl ((S)-4-methyl-1-oxo-1-(((S)-1-oxo-3-((R)-2-oxopyrrolidin-3-yl)propan-2-yl)amino)pentan-2-yl)carbamate CC(C[C@@H](C(N[C@H](C=O)C[C@@H]1C(NCC1)=O)=O)NC(OC1CC2(C1)CCN(CC2)C(C(C)C)=O)=O)C